(2S)-2-pyrrolidinemethanol N1[C@@H](CCC1)CO